rac-(3S)-3-(6-methoxypyrazin-2-yl)isoxazolidine COC1=CN=CC(=N1)[C@H]1NOCC1 |r|